5-ethoxy-3H-1,2,4-dithiazol-3-one C(C)OC1=NC(SS1)=O